ClC1=CC=C(C=C1)C1=CC=C(O1)C(=O)N(C)CCN(C(OC(C)(C)C)=O)C tert-Butyl N-(2-{1-[5-(4-chlorophenyl)furan-2-yl]-N-methylformamido}ethyl)-N-methylcarbamate